17-(1,2-dichlorobenzamidomethyl)-16-oxo-androst-5-ene-3beta-ol acetate C(C)(=O)O[C@@H]1CC2=CC[C@H]3[C@@H]4CC(C([C@@]4(C)CC[C@@H]3[C@]2(CC1)C)CNC(C1(C(C=CC=C1)Cl)Cl)=O)=O